COC=1C=C(\C=N\NC(=O)C2=NC(=CN=C2)C2=CC=C(C=C2)CC(C)C)C=C(C1)OC (E)-N'-(3,5-dimethoxybenzylidene)-6-(4-isobutylphenyl)pyrazine-2-carbohydrazide